FC1(CCN(CC1)C)C=1C=C2C(=CC=NC2=CC1)C(=O)O 6-(4-fluoro-1-methylpiperidin-4-yl)quinoline-4-carboxylic acid